C(C1=CC=CC=C1)OC=1C=C(C=CC1C(NOCC1=CC=CC=C1)=O)N(C(=O)C1CN(C1)S(=O)(=O)C1=C(C(=C(C(=C1F)F)F)F)F)CC1=CC=C(C=C1)C1CCCCC1 N-(3-(benzyloxy)-4-((benzyloxy)carbamoyl)phenyl)-N-(4-cyclohexylbenzyl)-1-((perfluorophenyl)sulfonyl)azetidine-3-carboxamide